zinc dichloro(N,N,N',N'-tetramethyl-ethylenediamine) salt ClC(C(N(C)C)Cl)N(C)C.[Zn]